ClC=1N=C(C2=C(N1)SC=C2)C2C(C2)OC(C2=CC=CC=C2)=O (2-(2-chlorothieno[2,3-d]pyrimidin-4-yl)cyclopropyl)benzoate